BrC=1C=NN2C1N=C(N=C2NCC2=NC1=C(N2COCC[Si](C)(C)C)C=CC=C1CCNC(OC(C)(C)C)=O)N1CCOCC1 tert-butyl {2-[2-({[8-bromo-2-(morpholin-4-yl)pyrazolo[1,5-a][1,3,5]triazin-4-yl]amino}methyl)-1-{[2-(trimethylsilyl)ethoxy]methyl}-1H-benzimidazol-4-yl]ethyl}carbamate